(R)-2-(4-(4-amino-5-((5-(1-(tert-butoxycarbonyl)piperidin-2-yl)pyridin-3-yl)carbamoyl)-6-oxopyrimidin-1(6H)-yl)-3,5-dimethylphenyl)acetic acid NC=1N=CN(C(C1C(NC=1C=NC=C(C1)[C@@H]1N(CCCC1)C(=O)OC(C)(C)C)=O)=O)C1=C(C=C(C=C1C)CC(=O)O)C